COC1=C(C=C(C=C1)[C@@H](C)NC(C1=C(C=CC(=C1)N1CCN(CC1)C)C)=O)C1CCN(CC1)CCC(=O)O 3-[4-[2-methoxy-5-[(1R)-1-[[2-methyl-5-(4-methylpiperazin-1-yl)benzoyl]amino]ethyl]phenyl]-1-piperidyl]propanoic acid